tert-butyl 3-((5-fluoro-2-(1-(2-fluorobenzyl)-5-(isoxazol-3-yl)-1H-pyrazol-3-yl)pyrimidin-4-yl)amino)azetidine-1-carboxylate FC=1C(=NC(=NC1)C1=NN(C(=C1)C1=NOC=C1)CC1=C(C=CC=C1)F)NC1CN(C1)C(=O)OC(C)(C)C